C1(CCCC1)NC=1C=C(C=C2C=C(NC12)C1=CC=CC=C1)COCCOC(C)C N-cyclopentyl-5-(2-isopropoxyethoxymethyl)-2-phenyl-1H-indol-7-amine